C1(CC1)OC=1C(=CC(=NC1)C=O)NC 5-CYCLOPROPOXY-4-(METHYLAMINO)PICOLINALDEHYDE